5-[(3-ethoxy-5-fluoropyridin-2-yl)oxy]pyridine-3-carboximidamide, hydrochloride salt Cl.C(C)OC=1C(=NC=C(C1)F)OC=1C=C(C=NC1)C(N)=N